N,N-diethyl-2-methyl-2H-indazole-4-carboxamide C(C)N(C(=O)C=1C2=CN(N=C2C=CC1)C)CC